(1S,2S)-4,4,5,5-tetramethyl-1,3,2-dioxaborolane CC1(OBOC1(C)C)C